Methyl 6'-chloro-1-methyl-2-oxo-1,2-dihydro-[3,3'-bipyridine]-5-carboxylate ClC1=CC=C(C=N1)C=1C(N(C=C(C1)C(=O)OC)C)=O